COC=1C=C(C=CC1OC)[C@@]12CCN([C@H]2CC(CC1)=NNC(=O)NC1=NC=CC=C1)C 2-[(3aS,7aS)-3a-(3,4-dimethoxyphenyl)-1-methyloctahydro-6H-indol-6-ylidene]-N-(pyridin-2-yl)hydrazine-1-carboxamide